(2S,11aR)-6-(2,2-difluoropropoxy)-7-fluoro-8-methyl-2-((2-oxo-1,2,3,4-tetrahydro-1,6-naphthyridin-7-yl)oxy)-2,3,11,11a-tetrahydro-1H,5H-benzo[f]pyrrolo[2,1-c][1,4]oxazepin-5-one FC(COC1=C(C(=CC2=C1C(N1[C@@H](CO2)C[C@@H](C1)OC1=NC=C2CCC(NC2=C1)=O)=O)C)F)(C)F